C(C1=CC=CC=C1)N1CCC(CC1)C=1C(=C2CN(C(C2=CC1)=O)C1C(NC(CC1)=O)=O)OC 3-(5-(1-benzylpiperidin-4-yl)-4-methoxy-1-oxoisoindolin-2-yl)piperidine-2,6-dione